[Cl-].[Cl-].C1(=CC=CC2=CC=CC=C12)C(=[Zr+2](C1(C(C(C(C2(C3C(=C4C=5C=CC=CC5CC4=C21)C=CCC3)C)(C)C)(C)C)(C)C)C)C3C=CC=C3)C3=CC(=CC=C3)Cl naphthyl(m-chlorophenyl)methylene(cyclopentadienyl)(octamethyloctahydrodibenzofluorenyl)zirconium dichloride